N-[6-Methyl-5-(4-pyridin-3-yl-pyrimidin-2-ylamino)-pyridin-3-yl]-4-pyrrolidin-3-yl-benzamide CC1=C(C=C(C=N1)NC(C1=CC=C(C=C1)C1CNCC1)=O)NC1=NC=CC(=N1)C=1C=NC=CC1